1-(2-fluorophenyl)-6-t-butyl-8-fluoronaphthalene-2,3-dicarbonitrile FC1=C(C=CC=C1)C1=C(C(=CC2=CC(=CC(=C12)F)C(C)(C)C)C#N)C#N